tert-Butyl (4S)-4-[3-[3-[[2-chloro-6-[3-[2-[1-(trifluoromethyl) cyclopropyl]ethoxy]pyrazol-1-yl]pyridine-3-carbonyl]sulfamoyl]phenoxy]propyl]-2,2-dimethyl-pyrrolidine-1-carboxylate ClC1=NC(=CC=C1C(=O)NS(=O)(=O)C=1C=C(OCCC[C@H]2CC(N(C2)C(=O)OC(C)(C)C)(C)C)C=CC1)N1N=C(C=C1)OCCC1(CC1)C(F)(F)F